trans-N-(5-Indolylmethylene)-2-(1-(phenylsulfonyl)indolin-5-yl)cyclopropylamine N1C=CC2=CC(=CC=C12)C=N[C@H]1[C@@H](C1)C=1C=C2CCN(C2=CC1)S(=O)(=O)C1=CC=CC=C1